C1(CC1)OC1=NC=NC=C1C=1N=CC2=C(N(C(OC2(C)C)=O)CC2=CC(=C(C=C2)C=2N(C=C(N2)C(F)(F)F)C)F)N1 7-(4-cyclopropyloxypyrimidin-5-yl)-1-(3-fluoro-4-(1-methyl-4-(trifluoromethyl)-1H-imidazol-2-yl)benzyl)-4,4-dimethyl-1,4-dihydro-2H-pyrimido[4,5-d][1,3]oxazin-2-one